tridecyl-fluorooctanol hydroxymethyl-5,6,9,10-tetrahydro-4H-isoxazolo[3,4-c]pyrido[4',3':3,4]pyrazolo[1,5-a]azepine-11(12H)-carboxylate OCC=1ON=C2C=3N(CCCC21)N=C2C3CN(CC2)C(=O)OC(CCCCCCC)(F)CCCCCCCCCCCCC